[N@@]1(C(C1)C(=O)OC)C(=O)OCC1=CC=CC=C1 1-benzyl 2-methyl (R)-aziridine-1,2-dicarboxylate